C(#N)C1=NC=CC(=N1)N1C[C@@H]2[C@H](C1)CN(C2)C(=O)OC(C)(C)C tert-butyl (3aR,6aS)-5-(2-cyanopyrimidin-4-yl)hexahydropyrrolo[3,4-c]pyrrole-2(1H)-carboxylate